2-(2,5-dichlorophenyl)-N-(5-oxo-1-phenylpyrrolidin-3-yl)acetamide ClC1=C(C=C(C=C1)Cl)CC(=O)NC1CN(C(C1)=O)C1=CC=CC=C1